C1(CC1)N1C(C=C(C=C1)C1=NC=C(C(=C1)NCC1=CC=C(C=C1)OC)C(=O)OC)=C=O Methyl 1'-cyclopropyl-4-((4-methoxybenzyl) amino)-2'-carbonyl-1',2'-dihydro-[2,4'-bipyridine]-5-carboxylate